C(=CC=CC=CCCCCCCCC)C(OC)OC(C=CC=CC=CCCCCCCCC)OC tetradecatrien-1-ylmethoxymethyl ether